2-(2,6-dioxopiperidin-3-yl)-4-(4-(piperidin-4-ylmethyl)piperazin-1-yl)isoindoline O=C1NC(CCC1N1CC2=CC=CC(=C2C1)N1CCN(CC1)CC1CCNCC1)=O